[N+](=O)([O-])C=1N=CN(C1)C=1C=C(C(=O)N)C=CC1 3-(4-nitro-1H-imidazol-1-yl)benzamide